C1(CC1)S(=O)(=O)NC=1SC=C(N1)C(C(=O)NC1=C(C=C(C=C1)C1=NC(=CN=C1)OCC)F)N(C)C 2-(2-(Cyclopropanesulfonamido)thiazol-4-yl)-2-(dimethylamino)-N-(4-(6-ethoxypyrazin-2-yl)-2-fluorophenyl)acetamide